tert-butyl (R)-9-bromo-l-1-fluoro-10-nitro-12-oxo-1,2,4,4a,5,6-hexahydro-3H,12H-benzo[b]pyrazino[1,2-e][1,5]oxazocine-3-carboxylate BrC=1C(=CC2=C(OCCC3N(C2=O)[C@@H](CN(C3)C(=O)OC(C)(C)C)F)C1)[N+](=O)[O-]